FC(C(=O)O)(F)F.N[C@H]1CN(CCC1)C(=O)C1=CC=2N(C=C1)C(=C(N2)C=2N(C1=CC=CC=C1C2)CC(F)F)C (R)-(3-Aminopiperidin-1-yl)(2-(1-(2,2-difluoroethyl)-1H-indol-2-yl)-3-methylimidazo[1,2-a]pyridin-7-yl)methanone trifluoroacetate